2-methyl-N1,N3-di-sec-butyl-cyclohexane-1,3-diamine CC1C(CCCC1NC(C)CC)NC(C)CC